3-{2-[2-fluoro-5-(hydroxymethyl)phenyl]-2-{5-[2-(3-fluoroazetidin-1-yl)ethyl]-2-oxo-4-(trifluoromethyl)pyridin-1-yl}acetamido}propanoate FC1=C(C=C(C=C1)CO)C(C(=O)NCCC(=O)[O-])N1C(C=C(C(=C1)CCN1CC(C1)F)C(F)(F)F)=O